5-(4-carboxyphenyl)-10,15,20-triphenylporphyrin C(=O)(O)C1=CC=C(C=C1)C=1C2=CC=C(N2)C(=C2C=CC(C(=C3C=CC(=C(C=4C=CC1N4)C4=CC=CC=C4)N3)C3=CC=CC=C3)=N2)C2=CC=CC=C2